NC1=NC=CC2=C1C(=NN2[C@H]2C[C@@H](N(C2)C(C=C)=O)COC(F)(F)F)C#CC2=CC1=C(N(C=N1)CC)C=C2F 1-[(2R,4S)-4-[4-Amino-3-[2-(1-ethyl-6-fluoro-1,3-benzodiazol-5-yl)ethynyl]pyrazolo[4,3-c]pyridin-1-yl]-2-[(trifluoromethoxy)methyl]pyrrolidin-1-yl]prop-2-en-1-one